METHYL-5-AMINOLEVULINIC ACID CC(C(=O)O)CC(=O)CN